N-(4-methylphenyl)benzophenone hydrazone CC1=CC=C(C=C1)NN=C(C1=CC=CC=C1)C1=CC=CC=C1